(2-(pyridin-2-yl)-4-(trifluoromethyl)oxazol-5-yl)methanone N1=C(C=CC=C1)C=1OC(=C(N1)C(F)(F)F)C=O